C(C1=CC=CC=C1)OC=1C(=CC2=C(C(=C(O2)C)C(=O)OCC)C1)C#N ethyl 5-(benzyloxy)-6-cyano-2-methylbenzofuran-3-carboxylate